C1(CC1)NC1CCC(CC1)C=1C2=CN(N=C2C(=CC1)C(=O)NC=1C=C(C=2N(C1)C=C(N2)C)F)C 4-[4-(cyclopropylamino)cyclohexyl]-N-(8-fluoro-2-methyl-imidazo[1,2-a]pyridin-6-yl)-2-methyl-indazole-7-carboxamide